CC1CC2(CCNC2=O)CCN1C(=O)OC(C)(C)C tert-butyl 7-methyl-1-oxo-2,8-diazaspiro[4.5]decane-8-carboxylate